tert-butyl 4-((4-(4-(3-oxa-8-azabicyclo[3.2.1]octan-8-yl)-7-((2-(trimethylsilyl)ethoxy)methyl)-7H-pyrrolo[2,3-d]pyrimidin-6-yl)phenyl)carbamoyl)-[1,4'-bipiperidine]-1'-carboxylate C12COCC(CC1)N2C=2C1=C(N=CN2)N(C(=C1)C1=CC=C(C=C1)NC(=O)C1CCN(CC1)C1CCN(CC1)C(=O)OC(C)(C)C)COCC[Si](C)(C)C